methyl-d3 4-amino-1-(4-aminophenyl)-7-(trifluoromethyl)-2-oxo-1,2-dihydroquinoline-3-carboxylate NC1=C(C(N(C2=CC(=CC=C12)C(F)(F)F)C1=CC=C(C=C1)N)=O)C(=O)OC([2H])([2H])[2H]